C1=CC=CC=2C3=CC=CC=C3C(C12)COC(=O)NC(C(=O)OC(C)(C)C)CCC1=CC(=C(C(=C1)F)OC)F tert-Butyl 2-((((9H-fluoren-9-yl)methoxy) carbonyl)amino)-4-(3,5-difluoro-4-methoxyphenyl)butanoate